N[C@]1(CN(CC1)C1=C(C(=C(C=C1)C(F)(F)F)C)CN1C2=NC=NC(=C2N=C1)N)C(=O)NC1CC1 (R)-3-amino-1-(2-((6-amino-9H-purin-9-yl)methyl)-3-methyl-4-(trifluoromethyl)phenyl)-N-cyclopropylpyrrolidine-3-carboxamide